2,3-bis(tetradecyloxy)propyl (Z)-2-(3-oxo-2-(pent-2-en-1-yl)cyclopentyl)acetate O=C1C(C(CC1)CC(=O)OCC(COCCCCCCCCCCCCCC)OCCCCCCCCCCCCCC)C\C=C/CC